3-(3-(difluoromethyl)-5-(3-(1-(o-tolyl)cyclopropyl)-1,2,4-oxadiazol-5-yl)-1H-pyrazol-1-yl)-2,2-dimethylpropanoic acid FC(C1=NN(C(=C1)C1=NC(=NO1)C1(CC1)C1=C(C=CC=C1)C)CC(C(=O)O)(C)C)F